ClC=1C=C(C=C(C1)F)[C@@H]1CC=NN1C(=O)N1CC(C1)OC1=CC(=NC=C1F)N1N=C(C(=C1C)C(=O)N)C (S)-1-(4-((1-(5-(3-chloro-5-fluorophenyl)-4,5-dihydro-1H-pyrazole-1-carbonyl)azetidin-3-yl)oxy)-5-fluoropyridin-2-yl)-3,5-dimethyl-1H-pyrazole-4-carboxamide